(1-(5,6,7,8-tetrahydronaphthalen-1-yl)ethyl)guanidine hydrochloride Cl.C1(=CC=CC=2CCCCC12)C(C)NC(=N)N